C1(=CC=C(C=C1)[Si](OC(C)C)(OC(C)C)OC(C)C)C1=CC=CC=C1 [1,1'-Biphenyl]-4-yl-triisopropoxysilane